C1(=CC=CC=C1)S(=O)(=O)NC12CC3(CC(CC(C1)C3)C2)NC(=O)C2=NC=CC=C2 Pyridine-2-carboxylic acid (3-benzenesulfonylaminoadamantan-1-yl)-amide